racemic-trans-2-(aminomethyl)cyclopropanecarbonitrile NC[C@H]1[C@@H](C1)C#N |r|